C1(=CC=CC=2C3=CC=CC=C3C=CC12)C1=CC=CC2=CC3=CC=CC=C3C=C12 Phenanthryl-anthracene